5-methoxy-2-(2-methyl-7-{[(3R)-1-methylpiperidin-3-yl]amino}pyrazolo[1,5-d][1,2,4]triazin-4-yl)phenol COC=1C=CC(=C(C1)O)C=1C=2N(C(=NN1)N[C@H]1CN(CCC1)C)N=C(C2)C